methyl 2-n-hexyl-3-oxocyclopentanecarboxylate C(CCCCC)C1C(CCC1=O)C(=O)OC